C1(C(C(C(C(C1O)O)O)O)O)O (1R,2R,3S,4S,5S,6S)-cyclohexane-1,2,3,4,5,6-hexaol